C(C)OC(=O)C1(C(C1)C1=CC=C(C=C1)Cl)N 1-amino-2-(4-chlorophenyl)cyclopropane-1-carboxylic acid ethyl ester